C(C)C1=C(C(=CC=C1N)C1=CC=C(N)C=C1)S(=O)(=O)[O-] 3-ethylbenzidinesulfonate